C1(=CC=CC=C1)C1CCC2(CNC(N2)=O)CC1 8-phenyl-1,3-diazaspiro[4.5]Decane-2-one